6-(4-Bromo-2-fluoro-benzyl)-6,7-dihydro-5H-pyrrolo[3,4-b]-pyridin-5-one-7,7-d2 BrC1=CC(=C(CN2C(C3=NC=CC=C3C2=O)([2H])[2H])C=C1)F